ClC=1C=C2C(=NC(=NC2=C(C1C1=CC(=CC2=CC=CC=C12)O)F)OC[C@H]1N(CCC1)C)N1C2CNCC1CCC2 4-(6-chloro-4-{3,9-diazabicyclo[3.3.1]non-9-yl}-8-fluoro-2-{[(2S)-1-methylpyrrolidin-2-yl]methoxy}quinazolin-7-yl)naphthalen-2-ol